tert-butyl N-{9-[(2R,3S,4R,5R)-3-chloro-3-fluoro-4-hydroxy-5-(hydroxymethyl)oxolan-2-yl]-6-(methylamino)purin-2-yl}carbamate Cl[C@@]1([C@@H](O[C@@H]([C@H]1O)CO)N1C2=NC(=NC(=C2N=C1)NC)NC(OC(C)(C)C)=O)F